(S)-1'-(8-((2-amino-3-chloropyridin-4-yl)thio)imidazo[1,5-c]pyrimidin-5-yl)-2-chloro-4,6-dihydrospiro[cyclopenta[d]thiazole-5,4'-piperidine]-4-amine NC1=NC=CC(=C1Cl)SC=1C=2N(C(=NC1)N1CCC3(CC1)CC1=C(N=C(S1)Cl)[C@H]3N)C=NC2